C[Si](CCOCN1C(=NC=C1)C=O)(C)C (1-((2-(trimethylsilyl)ethoxy)methyl)-1H-imidazol-2-yl)methanone